FC=1C=C(NC=2SC(CCCN2)=O)C=CC1 2-(3-fluoroanilino)-5,6-dihydro-1,3-thiazepin-7(4H)-one